2-(((3R,5R)-3,5-dimethylmorpholino)methyl)-7-(5-fluoro-2-(((3S,4R)-3-hydroxytetrahydro-2H-pyran-4-yl)amino)pyrimidin-4-yl)-1-isopropylquinolin-4(1H)-one C[C@@H]1COC[C@H](N1CC=1N(C2=CC(=CC=C2C(C1)=O)C1=NC(=NC=C1F)N[C@H]1[C@@H](COCC1)O)C(C)C)C